Bromoanthracene C1=CC=C2C=C3C(=CC2=C1)C=CC=C3Br